C(#N)C=1C=C(C=CC1)N(C(=O)C1CC(C1)(C)O)CC12CCC(CC1)(CC2)C2=NC=C(C=C2)C(C)(F)F (1S,3S)-N-(3-cyanophenyl)-N-((4-(5-(1,1-difluoroethyl)pyridin-2-yl)bicyclo[2.2.2]octan-1-yl)methyl)-3-hydroxy-3-methylcyclobutane-1-carboxamide